1-((1-bromo-4-methoxynaphthalen-2-yl)(phenyl)methylene)-2-phenylhydrazine BrC1=C(C=C(C2=CC=CC=C12)OC)C(=NNC1=CC=CC=C1)C1=CC=CC=C1